CN1C2=CC=CC=C2N(C=2C=CC=CC12)C1=C(C=C(C=C1N1C=2C=CC=CC2N(C2=CC=CC=C12)C)N1C=2C=CC=CC2N(C2=CC=CC=C12)C)C1=CC(=CC=C1)C=1SC2=C(N1)C=CC=C2 2-(2',3',5'-tris(10-methylphenazin-5(10H)-yl)-[1,1'-biphenyl]-3-yl)benzo[d]thiazole